BrC1=C(C=C(C(=C1)[N+](=O)[O-])OC)N1CCC(CC1)N1CC(C1)N(C)C 1-(1-(2-bromo-5-methoxy-4-nitrophenyl)piperidin-4-yl)-N,N-dimethyl-azetidin-3-amine